N-(1-(1-(3-chloro-4-((3,5-difluoropyridin-2-yl)methoxy-d2)-5',6-dimethyl-2-carbonyl-2H-[1,4'-bipyridin]-2'-yl)-4-fluoro-1H-pyrazol-3-yl)cyclobutyl)acetamide ClC=1C(N(C(=CC1OC([2H])([2H])C1=NC=C(C=C1F)F)C)C1=CC(=NC=C1C)N1N=C(C(=C1)F)C1(CCC1)NC(C)=O)=C=O